8-chloro-1-(4,4-difluoro-1-methylpyrrolidin-3-yl)-2-[(5-methyl-1,3,4-thiadiazol-2-yl)methyl]-1H-imidazo[4,5-c]quinoline ClC1=CC=2C3=C(C=NC2C=C1)N=C(N3C3CN(CC3(F)F)C)CC=3SC(=NN3)C